3-methoxy-1-methylcyclobutane-1-carboxylic acid COC1CC(C1)(C(=O)O)C